CC=1C=CC(=C(C1)C(C)O)[N+](=O)[O-] (5-methyl-2-nitrophenyl)ethan-1-ol